C(C)(C)(C)OC(NCCCCCCN(CCCCCCNC(OC(C)(C)C)=O)CCCCOCC1=CC=CC=C1)=O di-tert-butyl(((4-(benzyloxy)butyl)azanediyl)bis(hexane-6,1-diyl))dicarbamate